3-((6-amino-5-fluoropyridin-3-yl)ethynyl)-N-(3,3-difluoro-1-(4-methylpiperazin-1-yl)-2,3-dihydro-1H-inden-5-yl)-4-methylbenzamide NC1=C(C=C(C=N1)C#CC=1C=C(C(=O)NC=2C=C3C(CC(C3=CC2)N2CCN(CC2)C)(F)F)C=CC1C)F